The molecule is a 3beta-hydroxy steroid, a 5beta-hydroxy steroid, an 11alpha-hydroxy steroid and a 14beta-hydroxy steroid. It derives from a hydride of a 5beta-cardanolide. C[C@]12CC[C@@H](C[C@]1(CC[C@@H]3[C@@H]2[C@@H](C[C@]4([C@@]3(CC[C@@H]4C5=CC(=O)OC5)O)C)O)O)O